COC(C(C1=C(C=CC=C1)COC1=C(C=CC=C1)C)=O)=O 2-oxo-2-{2-[(2-methylphenoxy)methyl]phenyl}acetic acid methyl ester